hydrogen pyridine-3-carboxamide N1=CC(=CC=C1)C(=O)N